(R)-2-methylbutyric acid C[C@@H](C(=O)O)CC